O=C1N(CCC(N1)=O)C=1C=C(OCCCC(=O)N2CCC(CC2)NC(C2=C(C=CC(=C2)OC)F)=O)C=CC1OC N-(1-(4-(3-(2,4-dioxotetrahydropyrimidin-1(2H)-yl)-4-methoxyphenoxy)butanoyl)piperidin-4-yl)-2-fluoro-5-methoxybenzamide